myristyl-methionine sulfoxide triethanolamine salt N(CCO)(CCO)CCO.C(CCCCCCCCCCCCC)N[C@@H](CCS(=O)C)C(=O)O